1-(4-fluoro-2-methylphenyl)-3-(2-methoxy-4-methylpyrimidin-5-yl)-7-(trifluoromethoxy)-2,3-dihydroquinazolin-4(1H)-one FC1=CC(=C(C=C1)N1CN(C(C2=CC=C(C=C12)OC(F)(F)F)=O)C=1C(=NC(=NC1)OC)C)C